3-[1-oxo-4-[2-(4-piperidinyl)ethynyl]Isoindolin-2-yl]Piperidine-2,6-dione O=C1N(CC2=C(C=CC=C12)C#CC1CCNCC1)C1C(NC(CC1)=O)=O